COP(=O)(OC)C=1C=C(C(=O)OC)C=CC1OCC1CCN(CC1)S(=O)(=O)C methyl 3-(dimethoxyphosphoryl)-4-((1-(methylsulfonyl)piperidin-4-yl)methoxy)benzoate